C(C)(C)(C)OC(=O)N1CCN(CC1)C(=O)C=1C=C(C=CC1)C=1N(C2=CC(=CC=C2C1C)C1=CC(=NC(=C1)C)C)C(=O)OC(C)(C)C tert-butyl 2-[3-(4-tert-butoxycarbonylpiperazine-1-carbonyl)phenyl]-6-(2,6-dimethyl-4-pyridyl)-3-methyl-indole-1-carboxylate